tert-butyl-2-bromoaniline C(C)(C)(C)NC1=C(C=CC=C1)Br